C1(CC1)CN1C(=CC2=C(C(=CC(=C12)C=1C(=NC(=CC1)C)CC)N1N(C2=C(C1)CN(C2)C=O)CC)F)C=2CNCCC2 2-(1-(Cyclopropylmethyl)-7-(2-ethyl-6-methylpyridin-3-yl)-4-fluoro-2-(1,2,5,6-tetrahydropyridin-3-yl)-1H-indol-5-yl)(1-ethylpyrrolo[3,4-c]pyrazol-5(1H,4H,6H)-yl)methanone